CC=1C=C(C=NC1)S(=O)(=O)NS(=O)(=O)C=1C=NC=C(C1)C 5-methyl-N-(5-methylpyridine-3-sulfonyl)pyridine-3-sulfonamide